C12CC(CC2C1)OC1=NC(=NC=2N3CCOC(C3=NC12)(C)C)C=1C=NC(=NC1)N 5-[1-(Bicyclo[3.1.0]hex-3-yloxy)-8,8-dimethyl-5,6-dihydro-8H-7-oxa-2,4,4b,9-tetraaza-fluoren-3-yl]-pyrimidin-2-ylamine